4-[2-phenoxyethyl-[4-(5,6,7,8-tetrahydro-1,8-naphthyridin-2-yl)butyl]amino]-2-[(2-pyrimidin-2-ylacetyl)amino]butanoic acid O(C1=CC=CC=C1)CCN(CCC(C(=O)O)NC(CC1=NC=CC=N1)=O)CCCCC1=NC=2NCCCC2C=C1